C1=C(C=CC2=CC=CC=C12)C=1C2=CC=CC=C2C(=C2C=CC(=CC12)C(C)(C)C)C1=CC2=CC=CC=C2C=C1 9,10-bis(2-naphthyl)-2-tert-butyl-anthracene